methyl (2S)-2-amino-4-(4-fluorophenyl)butanoate N[C@H](C(=O)OC)CCC1=CC=C(C=C1)F